(S)-6-acetyl-8-cyclopentyl-2-((5-(4-(4-(1-hydroxyethyl)phenyl)piperazin-1-yl)pyridin-2-yl)amino)-5-methylpyrido[2,3-d]pyrimidin-7(8H)-one C(C)(=O)C1=C(C2=C(N=C(N=C2)NC2=NC=C(C=C2)N2CCN(CC2)C2=CC=C(C=C2)[C@H](C)O)N(C1=O)C1CCCC1)C